NC1=CC=C(N=N1)C1=CC=C(C(=N1)OC)NC(=O)C=1C(=NOC1C)C1=CC=CC=C1 N-[6-(6-Aminopyridazin-3-yl)-2-methoxy-3-pyridyl]-5-methyl-3-phenyl-isoxazole-4-carboxamide